1,4-bis(4-aminophenoxy)-2,3,5-trimethylbenzene NC1=CC=C(OC2=C(C(=C(C(=C2)C)OC2=CC=C(C=C2)N)C)C)C=C1